4-acetoxy-N-methyl-N-allyl-Tryptamine C(C)(=O)OC=1C=CC=C2NC=C(CCN(CC=C)C)C12